1,6-dihydro-1-β-D-ribofuranosyl-3-pyridinecarboxamide [C@@H]1([C@H](O)[C@H](O)[C@H](O1)CO)N1C=C(C=CC1)C(=O)N